FC=1C=C(C=CC1C=1C=NC(=CC1)C=1N=NN(N1)C1CC1)N1C(O[C@@H](C1)C(F)O)=O (S)-3-(3-fluoro-4-(6-(2-cyclopropyl-2H-tetrazol-5-yl)pyridin-3-yl)phenyl)-5-(hydroxyfluoromethyl)oxazolidin-2-one